5-[tert-butoxycarbonyl(methyl)amino]-3-fluoro-4,5,6,7-tetrahydrobenzothiophene-2-carboxylic acid C(C)(C)(C)OC(=O)N(C1CCC2=C(C(=C(S2)C(=O)O)F)C1)C